CC(C(=O)[O-])(C)CCC1=CC=CC=C1 alpha,alpha-Dimethylphenylethylacetat